6-Fluoro-1,2,3,4-tetrahydroisoquinoline FC=1C=C2CCNCC2=CC1